C1(CCC1)OC1=C2CC[C@@H](N(C2=CC=C1C=1C=NN(C1)[C@@H]1C[C@@H](NCC1)C)C(=O)OC)C methyl (S)-5-cyclobutoxy-2-methyl-6-(1-((2S,4S)-2-methylpiperidin-4-yl)-1H-pyrazol-4-yl)-3,4-dihydroquinoline-1(2H)-carboxylate